1-(4-(cyclohexyloxy)phenyl)-6-oxo-1,6-dihydropyridazine-4-carboxylic acid C1(CCCCC1)OC1=CC=C(C=C1)N1N=CC(=CC1=O)C(=O)O